2-(7-azabicyclo[2.2.1]heptan-7-yl)-1-(1-(4-chlorophenyl)-2-methyl-6-((methylsulfonyl)methyl)-1H-indol-3-yl)ethan-1-one C12CCC(CC1)N2CC(=O)C2=C(N(C1=CC(=CC=C21)CS(=O)(=O)C)C2=CC=C(C=C2)Cl)C